N-(5-((4-((2-acetamidophenyl)amino)-5-chloropyrimidin-2-yl)amino)-2-((2-(dimethylamino)ethyl)(methyl)amino)-4-methoxyphenyl)acrylamide C(C)(=O)NC1=C(C=CC=C1)NC1=NC(=NC=C1Cl)NC=1C(=CC(=C(C1)NC(C=C)=O)N(C)CCN(C)C)OC